5-(3-((E)-((1R,5S)-1,5-dimethyl-9-azabicyclo[3.3.1]nonan-3-ylidene)methyl)-1,2,4-triazin-6-yl)-2-(1H-imidazol-1-yl)pyridin-4-ol C[C@]12CC(C[C@](CCC1)(N2)C)=CC=2N=NC(=CN2)C=2C(=CC(=NC2)N2C=NC=C2)O